(3S)-3-amino-7,9-difluoro-1,3,4,5-tetrahydro-1-benzazepin-2-one N[C@@H]1C(NC2=C(CC1)C=C(C=C2F)F)=O